2-Mercaptobenzothiazole tert-butyl-3-(8-methoxyimidazo[1,2-a]pyrazin-6-yl)-2,5-dihydro-1H-pyrrole-1-carboxylate C(C)(C)(C)OC(=O)N1CC(=CC1)C=1N=C(C=2N(C1)C=CN2)OC.SC=2SC1=C(N2)C=CC=C1